tert-butyl (2S,4R)-4-((6-(2-methoxyethoxy)pyrimidin-4-yl)oxy)-2-methylpyrrolidine-1-carboxylate COCCOC1=CC(=NC=N1)O[C@@H]1C[C@@H](N(C1)C(=O)OC(C)(C)C)C